C(C)(C)(C)OC(=O)N1[C@H](C[C@@H](C1)F)C(=O)O (2R,4S)-1-(tert-butoxycarbonyl)-4-fluoropyrrolidine-2-carboxylic acid